COC1CC(C1)C(=O)NC1=CC(=C(C=C1)OC1=CN=C(S1)N1CCOCC1)C 3-Methoxy-N-(3-methyl-4-((2-morpholinothiazol-5-yl)oxy)phenyl)cyclobutanecarboxamide